ClC=1C=C(C=CC1F)N(C(=O)N(CC1=NN=C2N1CCCCC2)C2=CC=C(C=C2)OC)C (3-chloro-4-fluorophenyl)-3-(4-methoxyphenyl)-1-methyl-3-((6,7,8,9-tetrahydro-5H-[1,2,4]triazolo[4,3-a]azepin-3-yl)methyl)urea